FC1=CC=C(C=C1)[C@@H]([C@H](OS(=O)(=O)C)[C@@H]1N(CCC1)C(=O)OCC1=CC=CC=C1)C1=CC(=CC=C1)C(F)(F)F benzyl (R)-2-((1S,2R)-2-(4-fluorophenyl)-1-((methylsulfonyl)oxy)-2-(3-(trifluoromethyl)phenyl)ethyl)pyrrolidine-1-carboxylate